propargyl-L-glutamic acid hydrochloride Cl.C(C#C)N[C@@H](CCC(=O)O)C(=O)O